CC(CCC(C)=O)(CC)C 5,5-dimethyl-2-heptanone